Natrium (S)-3-(3-(1-Methyl-4-oxido-2-oxo-1,2-dihydropyridin-3-yl)ureido)-3-(5-phenylthiophen-2-yl)propanoat CN1C(C(=C(C=C1)[O-])NC(N[C@@H](CC(=O)[O-])C=1SC(=CC1)C1=CC=CC=C1)=O)=O.[Na+].[Na+]